C(=O)C1=C2CC(CC2=C(C=C1OCC1=CC=C(C=C1)OC)OC)C(=O)OCC ethyl 4-formyl-7-methoxy-5-((4-methoxybenzyl)oxy)-2,3-dihydro-1H-indene-2-carboxylate